OC1=NC2=CC(=CC=C2C=C1C(F)(F)F)CC=1N(C2=C(N1)C=CC(=C2)C(=O)OC)C[C@H]2OCC2 methyl 2-{[2-hydroxy-3-(trifluoromethyl) quinolin-7-yl] methyl}-3-[(2S)-oxetan-2-ylmethyl]-1,3-benzodiazole-5-carboxylate